2-((2-((R)-4-(difluoromethyl)-2-carbonylthiazolidin-3-yl)-5,6-dihydrobenzo[f]imidazo[1,2-d][1,4]oxazepin-9-yl)amino)-3-methoxypropionamide FC([C@H]1N(C(SC1)=C=O)C=1N=C2N(CCOC3=C2C=CC(=C3)NC(C(=O)N)COC)C1)F